CCCCCCCCCCCCCCC(C(=O)O)C(=O)SCCNC(=O)CCNC(=O)[C@@H](C(C)(C)COP(=O)(O)OP(=O)(O)OC[C@@H]1[C@H]([C@H]([C@@H](O1)N2C=NC3=C(N=CN=C32)N)O)OP(=O)(O)O)O The molecule is a 2-carboxyacyl-CoA that results from the formal condensation of the thiol group of coenzyme A with the carboxy group of 2-carboxypalmitic acid. It is a conjugate acid of a 2-carboxypalmitoyl-CoA(5-).